Methyl-cyclopent-1-ene-1,2-dicarboxylic acid CC1C(=C(CC1)C(=O)O)C(=O)O